COCC[C@H](N)C(=O)O L-O-methyl-homoserine